1-methyl-4-(((5-((4-(3-((2-((1S)-1-((tetrahydro-2H-pyran-2-yl)oxy)ethyl)-1H-imidazol-1-yl)methyl)isoxazol-5-yl)phenyl)ethynyl)pyridin-2-yl)methyl)amino)pyrrolidin-2-one CN1C(CC(C1)NCC1=NC=C(C=C1)C#CC1=CC=C(C=C1)C1=CC(=NO1)CN1C(=NC=C1)[C@H](C)OC1OCCCC1)=O